C(C1=CC=CC=C1)OC(=O)N1CCC(=C[C@H]1C1=CC=C(C=C1)C(=O)OC)C1=CSC(=C1)C(F)F (S)-6-(4-(methoxycarbonyl)phenyl)-4-(5-(difluoromethyl)thiophen-3-yl)-3,6-dihydropyridine-1(2H)-Carboxylic acid benzyl ester